4-(2-(6-Methylimidazo[1,2-a]pyrazin-3-yl)pyrimidin-4-yl)-2-(1H-pyrazol-4-yl)morpholine CC=1N=CC=2N(C1)C(=CN2)C2=NC=CC(=N2)N2CC(OCC2)C=2C=NNC2